COC1=CC=CC=2C=3N(C(=NC12)N)N=C(N3)C3C(C3)C=3C=CC=1N(C3)C=NN1 7-methoxy-2-[2-([1,2,4]triazolo[4,3-a]pyridin-6-yl)cyclopropyl][1,2,4]triazolo[1,5-c]quinazolin-5-amine